C(C)(C)(C)C=1C=C(C=C(C1)N1N=C(C=C1C)C)[C@H](CC(=O)OC)CN1CC2(CNC2)C(C1)F methyl (3S)-3-(3-(tert-butyl)-5-(3,5-dimethyl-1H-pyrazol-1-yl)phenyl)-4-(8-fluoro-2,6-diazaspiro[3.4]octane-6-yl)butanoate